[Pu+4].[Np+6] neptunium (VI)-plutonium (IV)